7-(4-chlorobenzyl)-3-ethyl-1-(3-hydroxypropyl)-8-isopropoxy-1H-purine-2,6(3H,7H)-dione ClC1=CC=C(CN2C(=NC=3N(C(N(C(C23)=O)CCCO)=O)CC)OC(C)C)C=C1